1-((1-methyl-1H-pyrazol-4-yl)sulfonyl)azetidine-3-carboxylic acid CN1N=CC(=C1)S(=O)(=O)N1CC(C1)C(=O)O